4-(3-isopropyl-2-(1H-pyrazolo[3,4-b]pyridin-4-yl)-1H-indol-5-yl)piperidin-2-one C(C)(C)C1=C(NC2=CC=C(C=C12)C1CC(NCC1)=O)C1=C2C(=NC=C1)NN=C2